C(C)[C@]1(C(OCC=2C(N3CC=4C(=NC=5C=C(C(=C6C5C4[C@@H](CC6)[C@@H](C=C)NC(C)=O)C)F)C3=CC21)=O)=O)O N-((R)-1-((1R,9S)-9-ethyl-5-fluoro-9-hydroxy-4-methyl-10,13-dioxo-2,3,9,10,13,15-hexahydro-1H,12H-benzo[de]pyrano[3',4':6,7]indolizino[1,2-b]quinolin-1-yl)allyl)acetamide